[Cl-].C(=C)C1=CC=C(C[N+](CC)(CC)CC)C=C1 4-vinylbenzyl-triethyl-ammonium chloride